3-oxa-9-azaspiro[5.5]undecane trifluoroacetate FC(C(=O)O)(F)F.C1COCCC12CCNCC2